(2-((1S,4S)-2,5-diazabicyclo[2.2.1]hept-2-yl)-5-fluoro-4-(6-(hydroxymethyl)pyridin-3-yl)phenyl)-2-(2-fluoro-6-methoxyphenyl)pyrimidine-4-carboxamide [C@@H]12N(C[C@@H](NC1)C2)C2=C(C=C(C(=C2)C=2C=NC(=CC2)CO)F)C=2C(=NC(=NC2)C2=C(C=CC=C2OC)F)C(=O)N